6-((5,8-dihydro-1,7-naphthyridin-7(6H)-yl)methyl)-2-(3-(3-((4-methyl-4H-1,2,4-triazol-3-yl)methyl)oxetan-3-yl)phenyl)-4-(trifluoromethyl)isoindolin-1-one N1=CC=CC=2CCN(CC12)CC1=CC(=C2CN(C(C2=C1)=O)C1=CC(=CC=C1)C1(COC1)CC1=NN=CN1C)C(F)(F)F